CC1C(CCCC1)N 1-methyl-2-aminocyclohexane